C(C)N1C(NC=2C(=C(C=C3C2C1=NN(C3=O)C)CO)F)=O 9-ethyl-6-fluoro-5-(hydroxymethyl)-2-methyl-2,9-dihydro-3H-pyridazino[3,4,5-de]quinazolin-3,8(7H)-dione